N-(4-methoxybenzyl)-N-methylpropan-2-ene-1-sulfonamide COC1=CC=C(CN(S(=O)(=O)CC=C)C)C=C1